C(CCCCCCCC)(=O)OCC(COC(CCCCCCCC)=O)CO 2-(hydroxymethyl)propane-1,3-diyl dinonanoate